[(3S)-4-(5-chlorooxazolo[4,5-b]pyridin-2-yl)-3-methyl-piperazin-1-yl]-[4-[1-(2,2-dimethylpropyl)triazol-4-yl]phenyl]methanone ClC1=CC=C2C(=N1)N=C(O2)N2[C@H](CN(CC2)C(=O)C2=CC=C(C=C2)C=2N=NN(C2)CC(C)(C)C)C